FC=1C=C(C=CC1OC1=CC=NC2=CC(=C(C=C12)OC)OCC1CCNCC1)N(C(=O)C1(CC1)C(=O)N)C1=CC=C(C=C1)F N-(3-fluoro-4-((6-methoxy-7-(piperidin-4-ylmethoxy)quinolin-4-yl)oxy)phenyl)-N-(4-fluorophenyl)cyclopropane-1,1-dicarboxamide